2-Hydroxy-3-methoxy-5-formyl-benzyliden-acetylaceton OC1=C(C=C(C(C)=O)C(C)=O)C=C(C=C1OC)C=O